N-vinyl-4-methylpyrrolidone C(=C)N1C(CC(C1)C)=O